ethyl 4-(pyridin-2-yl)-2-((4-(trifluoromethyl)pyridin-2-yl)amino)thiazole-5-carboxylate N1=C(C=CC=C1)C=1N=C(SC1C(=O)OCC)NC1=NC=CC(=C1)C(F)(F)F